4-(3'-bromo-3,1'-biphenyl-1-yl)dibenzothiophene BrC=1C=C(C=CC1)C=1C=C(C=CC1)C1=CC=CC2=C1SC1=C2C=CC=C1